FC(OC1=C(C=CC(=C1)F)NC(=O)C1(CCC(CC1)(C(=O)O)C)C1=C(C=CC=C1)C(C)C)F (1s,4s)-4-((2-(difluoromethoxy)-4-fluorophenyl)carbamoyl)-4-(2-isopropylphenyl)-1-methylcyclohexane-1-carboxylic acid